C1=CC=C(C=C1)COC(=O)CC[C@@H](C(=O)O)N gamma-Benzyl L-glutamate